tert-butyl N-(2-hydroxyethyl)-N-(piperidin-4-yl)carbamate OCCN(C(OC(C)(C)C)=O)C1CCNCC1